(2S,4R)-4-hydroxy-1-(2-(3-methylisoxazol-5-yl)acetyl)-N-((4-phenylthiazol-2-yl)methyl)pyrrolidine-2-carboxamide O[C@@H]1C[C@H](N(C1)C(CC1=CC(=NO1)C)=O)C(=O)NCC=1SC=C(N1)C1=CC=CC=C1